FC(COCCOCCOCCOCCOCC(F)(F)F)(F)F 1,1,1,17,17,17-hexafluoro-3,6,9,12,15-pentaoxaheptadecane